NC=1OC2=C(C=NC=C2[C@@H]2C[C@@H](O[C@@H](C2)C)C(=O)N2[C@H](C3=C(C=C(C=C3CC2)Cl)Cl)C)N1 ((2R,4S,6R)-4-(2-aminooxazolo[4,5-c]pyridin-7-yl)-6-methyltetrahydro-2H-pyran-2-yl)((S)-6,8-dichloro-1-methyl-3,4-dihydroisoquinolin-2(1H)-yl)methanone